C(#N)[C@H](CC=1SC(=CC1)C=1C=CC2=C(N(C(O2)=O)C)C1)NC(OC(C)(C)C)=O tert-butyl (S)-(1-cyano-2-(5-(3-methyl-2-oxo-2,3-dihydrobenzo[d]oxazol-5-yl)thiophen-2-yl)ethyl)carbamate